6-Bromo-1-(6-fluoro-1-methylpyrido[4,3-e][1,2,4]triazolo[4,3-a]pyrimidin-5-yl)-1,2,3,5-tetrahydrobenzo[e][1,4]oxazepine BrC1=CC=CC=2N(CCOCC21)C2=NC=1N(C3=C2C(=CN=C3)F)C(=NN1)C